tert-butyl (3-(4,5,7-trichloro-6-fluoroquinolin-3-yl)propyl)carbamate ClC1=C(C=NC2=CC(=C(C(=C12)Cl)F)Cl)CCCNC(OC(C)(C)C)=O